ClC1=C(C(=CC=C1)F)C=1C(N(C2=CC(=CC=C2N1)N1N=C(N(C1=O)CC)CO)[C@H](C(F)(F)F)C)=O (S)-3-(2-chloro-6-fluorophenyl)-7-(4-ethyl-3-(hydroxymethyl)-5-oxo-4,5-dihydro-1H-1,2,4-triazol-1-yl)-1-(1,1,1-trifluoropropan-2-yl)quinoxalin-2(1H)-one